1-(3-bromophenyl)-1-(1-methyl-1H-imidazol-2-yl)ethanol BrC=1C=C(C=CC1)C(C)(O)C=1N(C=CN1)C